ethyl (E)-3-((3,3-diethyl-7-(methylthio)-1,1-dioxido-5-phenyl-2,3,4,5-tetrahydro-1,5-benzothiazepin-8-yl)oxy)acrylate C(C)C1(CS(C2=C(N(C1)C1=CC=CC=C1)C=C(C(=C2)O/C=C/C(=O)OCC)SC)(=O)=O)CC